5-methyl-N-(4-((4-methyl-1,4-diazepan-1-yl)methyl)-6-(3-nitrophenyl)pyridin-2-yl)thiazol-2-amine CC1=CN=C(S1)NC1=NC(=CC(=C1)CN1CCN(CCC1)C)C1=CC(=CC=C1)[N+](=O)[O-]